tert-butyl 3-[2-fluoro-5-[[1-methyl-6-oxo-4-(trifluoromethyl)pyridine-3-carbonyl]amino]-4-[rac-(3R,5S)-3,4,5-trimethylpiperazin-1-yl]phenyl]-2,5-dihydropyrrole-1-carboxylate FC1=C(C=C(C(=C1)N1C[C@H](N([C@H](C1)C)C)C)NC(=O)C1=CN(C(C=C1C(F)(F)F)=O)C)C=1CN(CC1)C(=O)OC(C)(C)C |r|